FC1=C(C=CC(=C1F)C1=CCC(CC1)C1CCC(CC1)CCC)B(O)O [2,3-difluoro-4-[4-(4-propylcyclohexyl)cyclohex-1-enyl]phenyl]boronic acid